methyl-3-(o-tolyl)cyclobut-2-en-1-amine, trifluoroacetate salt FC(C(=O)O)(F)F.CC1(C=C(C1)C1=C(C=CC=C1)C)N